BrCC(C(CCC(CN(C(OCC1=CC=CC=C1)=O)C)(C)C)(C)C1=CC(=CC=C1)I)=O benzyl (7-bromo-5-(3-iodophenyl)-2,2,5-trimethyl-6-oxoheptyl)(methyl)carbamate